C(C)(C)(C)OC(NCCCCCCCN1N=C(C(=C1)[N+](=O)[O-])OC)=O [7-(3-methoxy-4-nitro-pyrazol-1-yl)heptyl]carbamic acid tert-butyl ester